ClC=1C=C2C(=NN(C2=CC1)CC(=O)N(C1CC1)CC(=O)NCC1=C(C(=CC=C1)Cl)F)C(=O)N 5-chloro-1-(2-((2-(3-chloro-2-fluorobenzylamino)-2-oxoethyl)-(cyclopropyl)amino)-2-oxoethyl)-1H-indazole-3-carboxamide